[3-[6-[3-Hydroxy-3-(trifluoromethyl)azetidin-1-yl]-3-pyridyl]azetidin-1-yl]-[(3S)-3-(1H-1,2,4-triazol-5-yl)pyrrolidin-1-yl]methanone OC1(CN(C1)C1=CC=C(C=N1)C1CN(C1)C(=O)N1C[C@H](CC1)C1=NC=NN1)C(F)(F)F